FC1=C(C(=CC(=C1OC)F)F)B(O)O (2,4,6-trifluoro-3-methoxyphenyl)boronic acid